Cl.NCCS(=O)(=O)NC1=CC=C(C=C1)Cl 2-amino-N-(4-chlorophenyl)ethane-1-sulfonamide hydrochloride